C(C)N(CC)CCN(CCOC(OC(CCCC(=O)OCC(CCCCCC)CCCCCC)CCCCCC)=O)CCOC(CC(CCCCCCC)CCCCCCC)=O 2-Hexyloctyl 3-ethyl-6-(2-((3-heptyldecanoyl)oxy)ethyl)-12-hexyl-10-oxo-9,11-dioxa-3,6-diazahexadecan-16-oate